ClC1=CC=C(C=C1)C1=C(C(=NC=C1)C1CCC(CC1)(F)F)NC(OC(C)(C)C)=O tert-butyl (4-(4-chlorophenyl)-2-(4,4-difluorocyclohexyl)pyridin-3-yl)carbamate